methyl (Z)-2-(2-(2-(benzo[d]thiazol-2-yl)hydrazineylidene)-1-oxo-2,3-dihydro-1H-inden-5-yl)-2-oxoacetate S1C(=NC2=C1C=CC=C2)N\N=C\2/C(C1=CC=C(C=C1C2)C(C(=O)OC)=O)=O